N(F)(F)F Trifluoramine